C(#C)C=1C=C2CN(C(C2=CC1)=O)N1C(CCCC1=O)=O (5-ethynyl-1-oxoisoindol-2-yl)piperidine-2,6-dione